(cis)-Ethyl 3-(3-amino-6-(5-(3-amino-1,1,1-trifluoro-2-hydroxy-3-oxopropan-2-yl)-2-methylphenyl)pyrazin-2-yl)cyclobutane-1-carboxylate NC=1C(=NC(=CN1)C1=C(C=CC(=C1)C(C(F)(F)F)(C(=O)N)O)C)[C@H]1C[C@H](C1)C(=O)OCC